(Z)-3-cyclopropyl-4-((5-(dimethylamino)thiophen-2-yl)methylene)isoxazol-5(4H)-one C1(CC1)C/1=NOC(\C1=C/C=1SC(=CC1)N(C)C)=O